7-[4-(4,4,5,5-tetramethyl-1,3,2-dioxaborolan-2-yl)phenyl]-2,7-diazaspiro[3.5]nonane-2-carboxylic acid tert-butyl ester C(C)(C)(C)OC(=O)N1CC2(C1)CCN(CC2)C2=CC=C(C=C2)B2OC(C(O2)(C)C)(C)C